3,6-dichloro-1-(3-((5-(1-fluorocyclopropyl)-4-nitro-1-(tetrahydro-2H-pyran-4-yl)-1H-pyrazol-3-yl)oxy)propyl)-1H-pyrazolo[3,4-d]pyrimidine ClC1=NN(C2=NC(=NC=C21)Cl)CCCOC2=NN(C(=C2[N+](=O)[O-])C2(CC2)F)C2CCOCC2